N-Acetyl-morpholin C(C)(=O)N1CCOCC1